N-((1s,4s)-4-(4-amino-5-(3-methoxy-4-(6-methylpyridin-2-yloxy)phenyl)-7-methyl-7H-pyrrolo[2,3-d]pyrimidin-6-yl)cyclohexyl)acrylamide NC=1C2=C(N=CN1)N(C(=C2C2=CC(=C(C=C2)OC2=NC(=CC=C2)C)OC)C2CCC(CC2)NC(C=C)=O)C